3-(2-(dimethylamino)ethyl)-1H-indole-4,5-diol CN(CCC1=CNC2=CC=C(C(=C12)O)O)C